4-amino-1-(naphthalen-2-yl)-2-oxo-7-(trifluoromethyl)-1,2-dihydroquinoline-3-carboxylic acid methyl ester COC(=O)C=1C(N(C2=CC(=CC=C2C1N)C(F)(F)F)C1=CC2=CC=CC=C2C=C1)=O